CN1N=CC(=C1)NC(=O)C1=NC=CC=C1 N-(1-methyl-1H-pyrazol-4-yl)pyridineamide